1,2,5-trioxane O1OCCOC1